tris(4-hydroxyphenyl) phosphite P(OC1=CC=C(C=C1)O)(OC1=CC=C(C=C1)O)OC1=CC=C(C=C1)O